C(C1=CC(C(=O)[O-])=CC=C1)(=O)OCCO mono(2-hydroxyethyl) isophthalate